CN(C1=NC=C(C(=N1)C)C(=O)O)C 2-(dimethylamino)-4-methyl-5-pyrimidinecarboxylic acid